3-(5-(difluoromethyl)-1,3,4-thiadiazol-2-yl)-8-(3-(methoxymethyl)piperazin-1-yl)-N-(3-methyloxetan-3-yl)imidazo[1,5-a]pyridine-6-sulfonamide FC(C1=NN=C(S1)C1=NC=C2N1C=C(C=C2N2CC(NCC2)COC)S(=O)(=O)NC2(COC2)C)F